4-(3-methyl-9H-carbazol-9-yl)-[1,1':2',1''-terphenyl]-3'-carbonitrile CC=1C=CC=2N(C3=CC=CC=C3C2C1)C1=CC=C(C=C1)C1=C(C(=CC=C1)C#N)C1=CC=CC=C1